C(C)(C)(C)NC tert-butyl(methyl)amine